[Si](C)(C)(C(C)(C)C)OCCCC(CCN1C=CN=CC=C1)O\N=C\C1=CC=CC=C1 (E)-benzaldehyde O-(6-((tert-butyldimethylsilyl)oxy)-1-(1,4-diazepin-1-yl)hexane-3-yl) oxime